C1(CCC1)NCCC1=CC=C(CSC2=C3CN(C(C3=CC=C2)=O)C2C(NC(CC2)=O)=O)C=C1 3-(4-((4-(2-(cyclobutylamino)ethyl)benzyl)thio)-1-oxoisoindolin-2-yl)piperidine-2,6-dione